CN(C1=CC=C(C=C1)C(=O)C1=CC=C(C=C1)SC1=CC=CC=C1)C (4-(dimethylamino)phenyl)(4-(phenylthio)phenyl)methanone